tert-butyl cis-3-methyl-1-(5-methyl-1,3,4-oxadiazol-2-yl)-6-azabicyclo[3.1.1]heptane-6-carboxylate CC1CC2(N(C(C1)C2)C(=O)OC(C)(C)C)C=2OC(=NN2)C